C1(CC1)C1=C(C=CC(=C1)C(F)(F)F)CC1CCN(CC1)C(=O)OC(C)(C)C tert-Butyl 4-[[2-cyclopropyl-4-(trifluoromethyl)phenyl]methyl]piperidine-1-carboxylate